N1(N=CN=C1)CC1=CC=C(C=C1)NC=1N=CC2=C(N1)CN(CC2)C(=O)OC(C)(C)C Tert-butyl 2-({4-[(1H-1,2,4-triazol-1-yl)methyl]phenyl}amino)-5H,6H,7H,8H-pyrido[3,4-d]pyrimidine-7-carboxylate